(6-Chloro-pyridin-2-yl)-N-(6-fluoro-pyridin-3-yl)-N'-(3-oxa-bicyclo[3.1.0]hex-6-yl)-[1,3,5]triazine-2,4-diamine ClC1=CC=CC(=N1)C1=NC(=NC(=N1)NC=1C=NC(=CC1)F)NC1C2COCC12